tert-butyl 4-[3-(tert-butylsulfanyl)-2-chlorophenyl]piperazine-1-carboxylate C(C)(C)(C)SC=1C(=C(C=CC1)N1CCN(CC1)C(=O)OC(C)(C)C)Cl